NC=1C=C(C=C(C1)C(F)(F)F)[C@@H](C)NC=1C2=C(N=CN1)N(C(=C2)C=2CCN(CC2)C(=O)OC(C)(C)C)C tert-butyl 4-[4-[[(1R)-1-[3-amino-5-(trifluoromethyl)phenyl]ethyl]amino]-7-methyl-pyrrolo[2,3-d]pyrimidin-6-yl]-3,6-dihydro-2H-pyridine-1-carboxylate